5'-nitro-[1,1'-biphenyl]-2-carboxylic acid methyl ester COC(=O)C=1C(=CC=CC1)C1=CC=CC(=C1)[N+](=O)[O-]